C1(CC1)C1=NC=NC(=C1C1=NC(=CC(=N1)OC)OCC1=CC=C(C=C1)C=1N(C=C(N1)C(F)(F)F)C)OC 2-(4-cyclopropyl-6-methoxy-pyrimidin-5-yl)-4-methoxy-6-[[4-[1-methyl-4-(trifluoromethyl)imidazol-2-yl]phenyl]methoxy]pyrimidine